1,4-diiodohexane ICCCC(CC)I